FC1=C2C=CNC2=CC(=C1OC=1C=CC(=C(C1)C=1NC=C(N1)[C@]1(CCOC2=C(C=CC=C12)CC(=O)O)C)F)F (S)-2-(4-(2-(5-((4,6-Difluoro-1H-indol-5-yl)oxy)-2-fluorophenyl)-1H-imidazol-4-yl)-4-methylchroman-8-yl)acetic acid